N-(tert-butoxycarbonyl)-3-[(3S)-2-oxopyrrolidin-3-yl]-L-alanine methyl ester COC([C@@H](NC(=O)OC(C)(C)C)C[C@H]1C(NCC1)=O)=O